C(C1=CC=CC=C1)OC([C@H]([C@@H](C)O)CNC(C1=CC=CC=C1)(C1=CC=CC=C1)C1=CC=CC=C1)=O.CN1CC2(CN(C2)C2=C(C(=O)N)C=CC=C2)CC1 6-methyl-2,6-diazaspiro[3.4]octane-2-yl-benzamide benzyl-(2S,3R)-2-tritylaminomethyl-3-hydroxybutyrate